(1R,3S,4S)-2-benzyl-2-azabicyclo[2.2.1]hept-5-ene-3-carboxylic acid ethyl ester C(C)OC(=O)[C@H]1N([C@H]2C=C[C@@H]1C2)CC2=CC=CC=C2